6-chloro-4-(2-ethynylphenyl)pyridine-3-carboxylic acid ClC1=CC(=C(C=N1)C(=O)O)C1=C(C=CC=C1)C#C